(S)-4-{2-[4-(4-(methoxycarbonyl)phenyl)thiazol-2-ylamino]-2-(2-phenylthiazol-4-yl)ethyl}phenylaminosulfonic acid COC(=O)C1=CC=C(C=C1)C=1N=C(SC1)N[C@@H](CC1=CC=C(C=C1)NS(=O)(=O)O)C=1N=C(SC1)C1=CC=CC=C1